ClC(C(O)=N)(Cl)Cl.O[C@H]1[C@H](O)[C@@H](O)[C@@H](O)[C@H](O1)CO beta-D-galactopyranose trichloroacetimidate